OCC12CCCN2C(C2=C1SC(=C2)C2=NC(=NC=C2C(F)(F)F)NC2CCN(CC2)S(=O)(=O)C)=O 8a-(hydroxymethyl)-2-(2-((1-(methylsulfonyl)piperidin-4-yl)amino)-5-(trifluoromethyl)pyrimidin-4-yl)-6,7,8,8a-tetrahydro-4H-thieno[2,3-a]pyrrolizin-4-one